1,6-diaminoanthraquinone NC1=CC=CC=2C(C3=CC(=CC=C3C(C12)=O)N)=O